N(=[N+]=[N-])CCCCCC(=O)N 6-azidocaproylamine